[Br-].[Mn+2].[Br-] Manganese(II) bromide